bis(dimethylfluorenyl)[di(phenyl)triazinylphenyl]dibenzoSelenophene CC=1C(=C(C=2CC3=CC=CC=C3C2C1)C=1C(=C(C2=C([Se]C3=C2C=CC=C3)C1)C1=C(C(=C(C=C1)C1=CC=CC=C1)C1=CC=CC=C1)C1=NN=NC=C1)C1=C(C(=CC=3C2=CC=CC=C2CC13)C)C)C